N-phenyl-1-(3-fluoro-4-{6-methoxy-7-[3-(1-piperidinyl)propoxy]quinolin-4-yloxy}phenyl)-4-methyl-6-oxo-1,6-dihydropyridazine-3-carboxamide C1(=CC=CC=C1)NC(=O)C1=NN(C(C=C1C)=O)C1=CC(=C(C=C1)OC1=CC=NC2=CC(=C(C=C12)OC)OCCCN1CCCCC1)F